5-(1-ethoxyvinyl)-2,2-dimethyl-2,3-dihydrofuro[2,3-c]Pyridine C(C)OC(=C)C=1C=C2C(=CN1)OC(C2)(C)C